2-(3-Methoxy-phenyl)-6-morpholin-4-yl-1H-quinolin-4-one COC=1C=C(C=CC1)C=1NC2=CC=C(C=C2C(C1)=O)N1CCOCC1